CN1N=CC=2C(=NC(=CC21)C)C(=O)O 1,6-dimethyl-1H-pyrazolo[4,3-c]pyridine-4-carboxylic acid